CC1=CC=2C(C(N3C(C2C=C1)=NC1=C3C=CC=C1)=O)(C[Si](CC)(CC)CC)C 3,5-dimethyl-5-((triethylsilyl)methyl)benzo[4,5]imidazo[2,1-a]isoquinolin-6(5H)-one